C(#C)C1(COC(OC1)(C)C)NC(OC(C)(C)C)=O tert-butyl 5-ethynyl-2,2-dimethyl-1,3-dioxan-5-ylcarbamate